di-(3,5-di-tert-butyl-4-hydroxyphenylpropionyl)trimethylenediamine C(C)(C)(C)C=1C=C(C=C(C1O)C(C)(C)C)CCC(=O)NCCCNC(CCC1=CC(=C(C(=C1)C(C)(C)C)O)C(C)(C)C)=O